C(C)S(=O)(=O)C1=CC=C(C=C1)[C@H](CO)NC(=O)C=1C=C2C=C(N(C2=CC1F)CCO)CC1=C(C=C(C=C1)F)C(F)(F)F (R)-N-(1-(4-(ethylsulfonyl)phenyl)-2-hydroxyethyl)-6-fluoro-2-(4-fluoro-2-(trifluoromethyl)benzyl)-1-(2-hydroxyethyl)-1H-indole-5-carboxamide